C(C1=CC=CC=C1)OC(NS(=O)(=O)N1CCO[C@@H]([C@H](C1)OC)COCC)=O Benzyl(((6S,7R)-7-(ethoxymethyl)-6-methoxy-1,4-oxazepan-4-yl)sulfonyl)carbamate